ClC1=CC(=C(C=C1)NC(OCC1CC1)=O)C(N[C@H](C(C(=O)NC)=O)C[C@H]1C(NCC1)=O)=O cyclopropylmethyl N-[4-chloro-2-[[(1S)-3-(methylamino)-2,3-dioxo-1-[[(3S)-2-oxopyrrolidin-3-yl]methyl]propyl]carbamoyl] phenyl]carbamate